[Si](C)(C)(C(C)(C)C)OC1CC(C1)(C)C#CC1=CC(=C(C(=O)OC)C=C1)OC methyl 4-((3-((tert-butyldimethylsilyl)oxy)-1-methylcyclobutyl)ethynyl)-2-methoxybenzoate